O1C2=C(OCC1)C=C(C=C2)C2N(CCC2)CC2=CC=C(C=C2)N2CCOCC2 4-(4-((2-(2,3-dihydrobenzo[b][1,4]dioxin-6-yl)pyrrolidin-1-yl)methyl)phenyl)morpholine